1-(1-(1-((1-(4-((R)-4-(3-Amino-6-(2-hydroxyphenyl)pyridazin-4-yl)morpholin-2-yl)benzoyl)piperidin-4-yl)methyl)-3-fluoropiperidin-4-yl)-1H-indol-4-yl)dihydropyrimidine-2,4(1H,3H)-dione NC=1N=NC(=CC1N1C[C@H](OCC1)C1=CC=C(C(=O)N2CCC(CC2)CN2CC(C(CC2)N2C=CC3=C(C=CC=C23)N2C(NC(CC2)=O)=O)F)C=C1)C1=C(C=CC=C1)O